tetrabenzo[de,hi,mn,qr]tetracene C1=CC=C2C=CC3=C4C(C=5C6=C7C(C=CC8=C7C(C5C1=C24)=CC=C8)=CC=C6)=CC=C3